(R)-3-(3-fluoro-4-(6-(2-propyl-2H-tetrazol-5-yl)pyridin-3-yl)phenyl)-5-(hydroxymethyl)oxazolidin-2-one FC=1C=C(C=CC1C=1C=NC(=CC1)C=1N=NN(N1)CCC)N1C(O[C@H](C1)CO)=O